F[Sb-](F)(F)(F)(F)F.ClC1=C(C(=O)C2=CC=C(C=C2)SC2=CC=C(C=C2)[S+](C2=CC=C(C=C2)F)C2=CC=C(C=C2)F)C=CC=C1 4-[4-(2-chlorobenzoyl)phenylthio]Phenyl-bis(4-fluorophenyl)sulfonium hexafluoroantimonate